FC(C(=O)O)(F)F.NC=1C=2N(C=C(N1)C=1C=NC(=CC1)CO)C(=CN2)C=2C=C(C=CC2C)C(C(F)F)(C)O 2-(3-(8-Amino-6-(6-(hydroxymethyl)pyridin-3-yl)imidazo[1,2-a]pyrazin-3-yl)-4-methylphenyl)-1,1-difluoropropan-2-ol trifluoroacetate